N-(17-(((4S)-6-(4-chlorophenyl)-4-(2-(ethylamino)-2-oxoethyl)-1-methyl-4H-benzo[f][1,2,4]triazolo[4,3-a][1,4]diazepin-8-yl)oxy)-3,6,9,12,15-pentaoxaheptadecyl)benzamide ClC1=CC=C(C=C1)C1=N[C@H](C=2N(C3=C1C=C(C=C3)OCCOCCOCCOCCOCCOCCNC(C3=CC=CC=C3)=O)C(=NN2)C)CC(=O)NCC